rac-8-((1-(1-Methyl-1H-pyrazol-4-yl)-1H-indazol-6-yl)amino)-5,6,7,8-tetrahydroquinoline-3-carbonitrile CN1N=CC(=C1)N1N=CC2=CC=C(C=C12)N[C@@H]1CCCC=2C=C(C=NC12)C#N |r|